4-Chlorofurano[3,2-c]pyridine 5-oxide ClC1=[N+](C=CC2=C1C=CO2)[O-]